2-((((2R,3S,4S,5S)-2,3,4,5,6-pentahydroxyhexyl)amino)methylene)-5-phenylcyclohexane-1,3-dione O[C@H](CNC=C1C(CC(CC1=O)C1=CC=CC=C1)=O)[C@@H]([C@H]([C@H](CO)O)O)O